CCCCCCCCCCCCCCCCCCCCCCC(=O)N[C@@H](CO[C@H]1[C@@H]([C@H]([C@@H]([C@H](O1)CO)O)O)O)[C@@H](/C=C/CCCCCCCCCCCCC)O The molecule is a beta-D-glucosyl-N-acylsphingosine in which the acyl group is specified as tricosanoyl. It has a role as a mouse metabolite. It derives from a tricosanoic acid.